FC1(CC(C1)C1=NN(C(=C1C(C)C)NC(OC[C@@H]1C(C1)(F)F)=O)C)F (R)-(2,2-difluorocyclopropyl)-methyl (3-(3,3-difluorocyclobut-yl)-4-isopropyl-1-methyl-1H-pyrazol-5-yl)carbamate